4-(4-fluorophenyl)-6-[(2-hydroxy-6-oxo-1-cyclohexen-1-yl)carbonyl]-2-methyl-1,2,4-triazine FC1=CC=C(C=C1)N1CN(NC(=C1)C(=O)C1=C(CCCC1=O)O)C